benzhydryl-3-(2-bromophenyl)azetidine-3-carbonyl chloride C(C1=CC=CC=C1)(C1=CC=CC=C1)N1CC(C1)(C(=O)Cl)C1=C(C=CC=C1)Br